ethyl (E)-3-(6-methoxy-2-(morpholine-4-carbonyl)benzo[b]thiophen-5-yl)acrylate COC=1C(=CC2=C(SC(=C2)C(=O)N2CCOCC2)C1)/C=C/C(=O)OCC